Cl.N[C@@H]1[C@H](C2CCC1CC2)C(=O)O (2S,3S)-3-aminobicyclo[2.2.2]octane-2-carboxylate hydrochloride